BrNCCNBr dibromo-ethylenediamine